BrC=1C=C(CN(C(OC(C)(C)C)=O)C)C=CC1 tert-butyl (3-bromobenzyl)(methyl)carbamate